BrC=1C=NN(C1C1=CC=CC=C1)C1=CC=C(C=C1)C(F)(F)F 4-bromo-1-(4-trifluoromethyl-phenyl)-5-phenyl-1H-pyrazole